C1(=C(C=CC=C1)CN(C=1N(C(C(=C(N1)C(=O)OCC)OC)=O)C)C)C1=CC=CC=C1 ethyl 2-(([1,1'-biphenyl]-2-ylmethyl)(methyl)amino)-5-methoxy-1-methyl-6-oxo-1,6-dihydropyrimidine-4-carboxylate